3,4-diphenyl-3,6-dihydro-2H-1,3,5-oxadiazine C1(=CC=CC=C1)N1COCN=C1C1=CC=CC=C1